ClC1=C(C=NN(C1=O)C1OCCCC1)CC(C=O)C 3-(5-chloro-6-oxo-1-tetrahydropyran-2-yl-pyridazin-4-yl)-2-methyl-propanal